(3-methoxy-4-(2-neopentyl-2H-1,2,3-triazol-4-yl)phenyl)(4-(5-methyloxazolo[4,5-b]pyridin-2-yl)piperazin-1-yl)methanone COC=1C=C(C=CC1C1=NN(N=C1)CC(C)(C)C)C(=O)N1CCN(CC1)C=1OC=2C(=NC(=CC2)C)N1